(Z)-N-(2-hydroxy-3-(piperidin-1-yl)propoxy)picolinic acid methyl ester 1-oxide COC(C1[N+](C=CC=C1)(OCC(CN1CCCCC1)O)[O-])=O